2-Amino-3-iodopyridine NC1=NC=CC=C1I